COC=1C=CC(=C(C1)N1CCOCC1)C1=NC(=NO1)C1=CC=C(C=C1)C=1N(C=C(N1)C(F)(F)F)C 4-(5-methoxy-2-(3-(4-(1-methyl-4-(trifluoromethyl)-1H-imidazol-2-yl)phenyl)-1,2,4-oxadiazol-5-yl)phenyl)morpholine